C(CCCCCCC\C=C/C\C=C/CCCCC)OC(CC)N [(9Z,12Z)-octadec-9,12-dien-1-yloxy]propan-1-amine